C(#N)CCC=1C=C2C(=C(C(=NC2=C(C1C1=C(C(=CC=C1)Cl)Cl)F)C)C(=O)OCC)NC1C2CN(C1C2)C(=O)OC(C)(C)C tertbutyl 5-((6-(2-cyanoethyl)-7-(2,3-dichlorophenyl)-3-(ethoxycarbonyl)-8-fluoro-2-methylquinolin-4-yl)amino)-2-azabicyclo[2.1.1]hexane-2-carboxylate